C(C)(C)(C)C=1C=C(C=C(C1)C)C 5-tertiary butyl-meta-xylene